7-chloro-1-(pyridin-3-yl)quinazolin-2,4(1H,3H)-dione ClC1=CC=C2C(NC(N(C2=C1)C=1C=NC=CC1)=O)=O